methyl ((1-((2-(3,5-dichlorophenyl)-6-((6-(4-(3-(methylsulfonyl)propyl)piperazin-1-yl)pyridin-3-yl)oxy)pyridin-4-yl)methyl)piperidin-4-yl)methyl)carbamate ClC=1C=C(C=C(C1)Cl)C1=NC(=CC(=C1)CN1CCC(CC1)CNC(OC)=O)OC=1C=NC(=CC1)N1CCN(CC1)CCCS(=O)(=O)C